CC1(C=CC(C=C1)(C(C)(C)OOC(C)(C)C)C)C(C)(C)OOC(C)(C)C 2,5-dimethyl-2,5-di(t-butylperoxyisopropyl)benzene